(R)-5-(6-(difluoromethoxy)-1H-pyrrolo[2,3-b]pyridin-3-yl)-N-(1,1,1-trifluoropropan-2-yl)pyrazolo[1,5-a]pyridine-3-carboxamide FC(OC1=CC=C2C(=N1)NC=C2C2=CC=1N(C=C2)N=CC1C(=O)N[C@@H](C(F)(F)F)C)F